O=C1CC(C1)C(=O)[O-] 3-oxocyclobutane-1-carboxylate